C(C)(C)(C)[Si](C)(C)OCCI tert-butyl-(2-iodoethoxy)-dimethylsilane